CN(C(OC(C)(C)C)=O)CCOC1=CC(=C(C=C1)C)C(NC1(CC1)C1=C2C=CC=NC2=CC=C1)=O tert-butyl methyl(2-(4-methyl-3-((1-(quinolin-5-yl)cyclopropyl)carbamoyl) phenoxy)ethyl)carbamate